NC[C@@]12[C@@H]([C@@H]([C@H](C(OC1)O2)N2C(OCC2)=O)O)O ((1S,2R,3R,4R)-1-(aminomethyl)-2,3-dihydroxy-6,8-dioxabicyclo[3.2.1]oct-4-yl)oxazolidin-2-one